CNC(=O)C=1C=NN(C1)[C@@H]1CNC[C@H]1OCC1=CC=C(C=C1)C(F)(F)F N-methyl-1-(trans-4-((4-(trifluoromethyl)benzyl)oxy)pyrrolidin-3-yl)-1H-pyrazole-4-carboxamide